F[Sb-](F)(F)(F)(F)F.C1(=CC=CC=C1)[IH+] phenyl-iodonium hexafluoro-antimonate